FC1=C(C=CC(=C1F)OC1=NC=CC=N1)C1=CN=C2N1C=CN=C2NC2=CC(=C(C(=O)NCCCNC(=O)C1CCN(CC1)C(=O)OC(C)(C)C)C=C2)CC tert-butyl 4-((3-(4-((3-(2,3-difluoro-4-(pyrimidin-2-yloxy)phenyl)imidazo[1,2-a]pyrazin-8-yl)amino)-2-ethylbenzamido)propyl)carbamoyl)piperidine-1-carboxylate